2,4-diethyl-2,4-dicyclohexylcyclobutane-1,3-dione C(C)C1(C(C(C1=O)(C1CCCCC1)CC)=O)C1CCCCC1